N-methyl-9-decenamide CNC(CCCCCCCC=C)=O